7a-methyloctahydro-1H-inden-4-ol CC12CCCC(C2CCC1)O